4-chloro-2,2-dimethyl-5-nitro-2,3-dihydrobenzofuran-7-formamide ClC1=C(C=C(C2=C1CC(O2)(C)C)C(=O)N)[N+](=O)[O-]